CNC(C1=C(C=CC(=C1)C)N1N=CC=N1)=O N,5-dimethyl-2-(2H-1,2,3-triazol-2-yl)benzamide